C1(CCCC1)N1[C@@H](C(N(C=2C=NC(=NC12)NC1=CC=C(C=C1)OCCOC1CCNCC1)C)=O)CC (7R)-8-cyclopentyl-7-ethyl-5-methyl-2-[4-[2-(4-piperidyloxy)ethoxy]anilino]-7H-pteridin-6-one